di-tert-butyl ((4S)-2-fluoro-5-(7-oxo-7,8-dihydrobenzo[5,6]azepino[3,4-b]indol-6(5H)-yl)pentane-1,4-diyl)dicarbamate FC(CNC(OC(C)(C)C)=O)C[C@@H](CN1C(C=2NC=3C=CC=CC3C2C2=C(C1)C=CC=C2)=O)NC(OC(C)(C)C)=O